C(C)(C)(C)OC(=O)N[C@@H](C[C@@](C(=O)OCC1=CC=CC=C1)(C)COCC)CC1=CC=C(C=C1)C1=C(C=CC(=C1)Cl)F (2S,4R)-benzyl 4-((tert-butoxycarbonyl) amino)-5-(5'-chloro-2'-fluoro-[1,1'-biphenyl]-4-yl)-2-(ethoxymethyl)-2-methylpentanoate